FC(OC=1C=C(C=C(C1)B1OC(C(O1)(C)C)(C)C)C(=O)N1CCOCC1)F (3-(difluoromethoxy)-5-(4,4,5,5-tetramethyl-1,3,2-dioxaborolan-2-yl)phenyl)(morpholino)methanone